7-(2-(4-fluorophenyl)-5-methyl-4,5,6,7-tetrahydropyrazolo[1,5-a]pyrazin-3-yl)furo[3,2-b]pyridin-2(3H)-one FC1=CC=C(C=C1)C1=NN2C(CN(CC2)C)=C1C1=C2C(=NC=C1)CC(O2)=O